1-[2-(azetidin-1-yl)ethyl]-3-methyl-6-[3-(trifluoromethyl)phenyl]imidazo[4,5-b]pyridin-2-one N1(CCC1)CCN1C(N(C2=NC=C(C=C21)C2=CC(=CC=C2)C(F)(F)F)C)=O